3-({[(1R)-6-(2-methylphenoxy)-1,2,3,4-tetrahydronaphthalen-1-yl]methyl}amino)pyridine-4-carboxylic acid methyl ester COC(=O)C1=C(C=NC=C1)NC[C@@H]1CCCC2=CC(=CC=C12)OC1=C(C=CC=C1)C